CN1N=CC(=C1)C1=CC=C(CNC2=NC=NC(=C2)C2=CN=C3N2C=CC(=C3)OCCCN3CCN(CC3)C3COC3)C=C1 [4-(1-methyl-1H-pyrazol-4-yl)-benzyl]-(6-{7-[3-(4-oxetan-3-yl-piperazin-1-yl)-propoxy]-imidazo[1,2-a]pyridin-3-yl}-pyrimidin-4-yl)-amine